(2,2-diphenylethyl)tetrahydro-2H-pyran C1(=CC=CC=C1)C(CC1OCCCC1)C1=CC=CC=C1